C(C1=CC=CC=C1)SC1=CC(=C(C(=O)O)C=C1F)Cl 4-(benzylsulfanyl)-2-chloro-5-fluoro-benzoic acid